S1C=C(C=C1)C#CC1=CSC=C1 1,2-bis(thiophen-3-yl)acetylene